CN(C)CC1=C(C=CC(=N1)NC=1C=CC(=C2CNC(C12)=O)C1=CN=C2N1C=CC(=C2)F)[C@@H]2OCCC2 (R)-7-((6-((dimethylamino)-methyl)-5-(tetrahydrofuran-2-yl)pyridin-2-yl)amino)-4-(7-fluoroimidazo[1,2-a]pyridin-3-yl)isoindolin-1-one